(3S*,3aR*,6S*,7R*,7aR*)-N-benzyl-1,7-diisobutyl-4-oxooctahydro-6H-3,6-methanopyrrolo[3,2-c]pyridine-6-carboxamide C(C1=CC=CC=C1)NC(=O)[C@]12[C@@H]([C@@H]3[C@H](C(N1)=O)[C@@H](CN3CC(C)C)C2)CC(C)C |o1:10,11,12,13,17|